(6-Cyclopropylpyridin-3-yl)ethan-1-ol C1(CC1)C1=CC=C(C=N1)C(C)O